Tert-butyl-(2-aminoethyl)-carbamate C(C)(C)(C)OC(NCCN)=O